ClC=1C=C(C=CC1OC)NC(=O)NCC1=CC=C2C=CN(C(C2=C1)=O)C1C(NC(CC1)=O)=O 1-(3-chloro-4-methoxyphenyl)-3-((2-(2,6-dioxopiperidin-3-yl)-1-oxo-1,2-dihydroisoquinolin-7-yl)methyl)urea